ClC1=CC=C(OCC(=O)NC23CC(C2)(C3)NC(OC(C)(C)C)=O)C=C1 tert-butyl (3-(2-(4-chlorophenoxy)acetamido)bicyclo[1.1.1]pentan-1-yl)carbamate